N,N'-bis-[3-(phenylsulfonyloxy)phenyl]urea C1(=CC=CC=C1)S(=O)(=O)OC=1C=C(C=CC1)NC(=O)NC1=CC(=CC=C1)OS(=O)(=O)C1=CC=CC=C1